rel-(S)-6-(azepan-3-yl)-N-(3-methyl-4-((1-methyl-1H-benzo[d]imidazol-5-yl)oxy)phenyl)pyrido[3,2-d]pyrimidin-4-amine N1C[C@H](CCCC1)C=1C=CC=2N=CN=C(C2N1)NC1=CC(=C(C=C1)OC1=CC2=C(N(C=N2)C)C=C1)C |o1:2|